FC1N(CC1F)C=O 2,3-difluoro-formylazetidine